N(C1=CC=CC=C1)C1=C(NC2=C1C(NC1(C2)CCC1)=O)C1=CC(=NC=C1)NC([C@@H](CC(F)F)C1=CC=C(C=C1)F)=O (2S)-N-[4-(3'-anilino-4'-oxo-1',4',5',7'-tetrahydrospiro[cyclobutane-1,6'-pyrrolo[3,2-c]pyridin]-2'-yl)pyridin-2-yl]-4,4-difluoro-2-(4-fluorophenyl)butanamide